C(=C)C(CO)O monovinyl-ethylene glycol